3-hydroxy-dihydroxypropionic acid OCC(C(=O)O)(O)O